N,N-dimethyl-m-aminophenol CN(C=1C=C(C=CC1)O)C